Methyl-butenylpyrrolidine CC1N(CCC1)C=CCC